O=C(C(=O)O)CCC(=O)O 2-Ketoglutaric acid